C(C)(C)(C)C1N(CC[C@H]([C@H]1F)O)C(=O)OC1CCC(CC1)C1=C(C=CC=C1)C(F)(F)F 4-(2-(trifluoromethyl)phenyl)cyclohexanol Tert-butyl-(3S,4R)-3-fluoro-4-hydroxypiperidine-1-carboxylate